trans-(P)-1-(5-fluoro-2-methoxy-4-((1R,3R)-3-(trifluoromethyl)cyclobutyl)phenyl)-2-oxo-N-(pyridazin-3-yl)-1,2-dihydroquinoline-6-sulfonamide FC=1C(=CC(=C(C1)N1C(C=CC2=CC(=CC=C12)S(=O)(=O)NC=1N=NC=CC1)=O)OC)[C@@H]1C[C@H](C1)C(F)(F)F